1,4,4,6-tetramethyloctahydro-1H-5,8a-methanoazulen-6-yl acetate C(C)(=O)OC1(C2C(C3CCC(C3(CC1)C2)C)(C)C)C